3-bromo-2,2-difluoropropanoate BrCC(C(=O)[O-])(F)F